tert-butyl-3-(cyano (phenyl) methyl)-3,6-diazabicyclo[3.1.1]heptane-6-carboxylate C(C)(C)(C)OC(=O)N1C2CN(CC1C2)C(C2=CC=CC=C2)C#N